tert-Butyl N-[2-(2-aminoanilino)ethyl]carbamate NC1=C(NCCNC(OC(C)(C)C)=O)C=CC=C1